dibenzyl 3,4-thiophenedicarboxylate S1C=C(C(=C1)C(=O)OCC1=CC=CC=C1)C(=O)OCC1=CC=CC=C1